NC[C@H](CC(=O)OC1=C2C(=CNC2=CC=C1)CCN(C([2H])([2H])[2H])C([2H])([2H])[2H])CC(C)C 3-(2-(bis(methyl-d3)amino) ethyl)-1H-indol-4-yl (S)-3-(aminomethyl)-5-methyl-hexanoate